methyl 3-(aminomethyl)-3-hydroxy-1-methyl-2-oxoindoline-6-carboxylate NCC1(C(N(C2=CC(=CC=C12)C(=O)OC)C)=O)O